COC(C(C1=CC=CC=C1)N(C)C1[C@@H]2CNC[C@H]12)=O 2-(((1R,5S,6S)-3-azabicyclo[3.1.0]hex-6-yl)(methyl)amino)-2-phenylacetic acid methyl ester